2,7-bis(2-methoxyphenyl)-9-fluorenone COC1=C(C=CC=C1)C1=CC=2C(C3=CC(=CC=C3C2C=C1)C1=C(C=CC=C1)OC)=O